(3-(2-(1-(3,4-difluorophenyl)cyclobutoxy)acetyl)-3,8-diazabicyclo[3.2.1]octan-8-yl)nicotinonitrile FC=1C=C(C=CC1F)C1(CCC1)OCC(=O)N1CC2CCC(C1)N2C2=C(C#N)C=CC=N2